FC1=CC(=C(C=C1C=1C=NN(C1)CC(F)(F)F)NC(=O)C=1C=NN2C1C=CC=C2)C N-[4-Fluoro-2-methyl-5-[1-(2,2,2-trifluoroethyl)pyrazol-4-yl]phenyl]pyrazolo[1,5-a]pyridine-3-carboxamide